5-(3-acetamido-1-methyl-pyrazol-4-yl)-6-chloro-pyridine-3-carboxylic acid methyl ester COC(=O)C=1C=NC(=C(C1)C=1C(=NN(C1)C)NC(C)=O)Cl